NC=1C=C(C(=O)OCC)C=C(C1)Br ethyl 3-amino-5-bromobenzoate